S-(11-{(1R)-1-[1-benzyl-4-(2,5-difluorophenyl)-1H-pyrrole-2-yl]-2,2-dimethylpropyl}-2,2-dimethyl-6,12-dioxo-5-oxa-7,11-diaza-2-silatridecan-13-yl)-L-cysteinyl-beta-alanine C(C1=CC=CC=C1)N1C(=CC(=C1)C1=C(C=CC(=C1)F)F)[C@@H](C(C)(C)C)N(CCCNC(OCC[Si](C)(C)C)=O)C(CSC[C@H](N)C(=O)NCCC(=O)O)=O